FC(S(=O)(=O)[O-])(F)F.CC=1NC=C[NH+]1 methylimidazolium trifluoromethansulfonat